Trans-Tert-Butyl 8-((4-fluoro-3-methylphenyl)carbamoyl)-7-methyl-3a,4,10,10a-tetrahydro-1H,7H-dipyrrolo[3,4-b:3',4'-f][1,4,5]oxathiazocine-2(3H)-carboxylate 5,5-dioxide FC1=C(C=C(C=C1)NC(=O)C=1N(C=C2C1OC[C@H]1[C@H](NS2(=O)=O)CN(C1)C(=O)OC(C)(C)C)C)C